C1(CCC(CC1)C(=O)[O-])C(=O)OC1C(C(C1(C)C)OC(=O)C1CCC(CC1)C(=O)[O-])(C)C (2,2,4,4-tetramethylcyclobutane-1,3-diyl) bis(cyclohexane-1,4-dicarboxylate)